4-{[3-(4-{[1-(oxan-4-yl)piperidin-4-yl]amino}-1-(2,2,2-trifluoroethyl)-1H-indol-2-yl)prop-2-yn-1-yl]amino}benzene-1-sulfonamide O1CCC(CC1)N1CCC(CC1)NC1=C2C=C(N(C2=CC=C1)CC(F)(F)F)C#CCNC1=CC=C(C=C1)S(=O)(=O)N